C(C)(C)(C)N([C@@H]1CN(CC1)C1=CC=C(N=N1)C1=C(C=C(C(=C1)F)C=1C=NNC1)O)C 2-{6-[(3S)-3-[tert-butyl(methyl)amino]pyrrolidin-1-yl]pyridazin-3-yl}-4-fluoro-5-(1H-pyrazol-4-yl)phenol